1-[4-[2-(cyclopropylmethoxy)ethyl]phenoxy]-3-(propan-2-ylamino)-propan C1(CC1)COCCC1=CC=C(OCCCNC(C)C)C=C1